O1C(=CC=C1)CNC(=O)C1=NC(=CC=C1)N1CCN(CCC1)C1CCN(CC1)C(C)C N-(Furan-2-ylmethyl)-6-{4-[1-(propan-2-yl)piperidin-4-yl]-1,4-diazepan-1-yl}pyridine-2-carboxamide